ClC=1C(=C2C=NN(C2=CC1C)C1OCCCC1)C=1C(=NN(C1C)C1CC2(CN(C2)C(=O)OC(C)(C)C)C1)N1C(CNCC1)(C)C Tert-butyl 6-(4-(5-chloro-6-methyl-1-(tetrahydro-2H-pyran-2-yl)-1H-indazol-4-yl)-3-(2,2-dimethylpiperazin-1-yl)-5-methyl-1H-pyrazol-1-yl)-2-azaspiro[3.3]heptane-2-carboxylate